BrC1=CN=C(N=N1)N[C@H]1CNCCC1 6-bromo-N-[(3R)-3-piperidinyl]-1,2,4-triazin-3-amine